FC1=C(C(=C(C(=C1[B-](C1=C(C(=C(C(=C1F)F)F)F)F)(C1=C(C(=C(C(=C1F)F)F)F)F)C1=C(C(=C(C(=C1F)F)F)F)F)F)F)F)F.C1(=C(C=CC=C1)[I+]C(C)C)C tolylisopropyliodonium tetrakis(pentafluorophenyl)borate